(S)-6-trideuteromethyl-2-(trifluoromethyl)-2H-chromene-3-carboxylic acid [2H]C(C=1C=C2C=C([C@H](OC2=CC1)C(F)(F)F)C(=O)O)([2H])[2H]